ClC1=CC(=C(C#N)C=C1)C1=NN(C=C1)C1CC1 4-chloro-2-(1-cyclopropyl-1H-pyrazol-3-yl)benzonitrile